(3R)-1-(7-(8-ethyl-7-fluoro-3-hydroxynaphthalen-1-yl)-2-((2-methylenetetrahydro-1H-pyrrolizin-7a(5H)-yl)methoxy)-5,6,7,8-tetrahydropyrido[3,4-d]pyrimidin-4-yl)-3-methylpiperidin-3-ol C(C)C=1C(=CC=C2C=C(C=C(C12)N1CC=2N=C(N=C(C2CC1)N1C[C@@](CCC1)(O)C)OCC12CCCN2CC(C1)=C)O)F